5-((1S)-1-amino-3-azabicyclo[3.1.0]hexan-3-yl)-N-(8-fluoro-2-methylimidazo[1,2-a]pyridin-6-yl)pyrazine-2-carboxamide N[C@@]12CN(CC2C1)C=1N=CC(=NC1)C(=O)NC=1C=C(C=2N(C1)C=C(N2)C)F